tert-butyl (R)-4-(6-((6-(4-(1-(3-(tert-butyl)-1,2,4-oxadiazole-5-carboxamido)ethyl)-2-fluoro-5-methylphenyl)pyrimidin-4-yl)amino)pyridin-3-yl)piperazine-1-carboxylate C(C)(C)(C)C1=NOC(=N1)C(=O)N[C@H](C)C1=CC(=C(C=C1C)C1=CC(=NC=N1)NC1=CC=C(C=N1)N1CCN(CC1)C(=O)OC(C)(C)C)F